N-(4-nitrophenyl)-3-cyano-4-methyl-6-hydroxy-2-pyridone [N+](=O)([O-])C1=CC=C(C=C1)N1C(C(=C(C=C1O)C)C#N)=O